5-(3H-[1,2,3]triazolo[4,5-d]pyrimidin-5-yl)-2-fluoro-N-(4-phenethoxyphenyl)benzamide N1=NNC=2N=C(N=CC21)C=2C=CC(=C(C(=O)NC1=CC=C(C=C1)OCCC1=CC=CC=C1)C2)F